1-(2,6-dimethyl-4-(4,4,5,5-tetramethyl-1,3,2-dioxaborolan-2-yl)benzyl)-3-ethylurea CC1=C(CNC(=O)NCC)C(=CC(=C1)B1OC(C(O1)(C)C)(C)C)C